benzyl (R)-2-(hydroxymethyl)pyrrolidine-1-carboxylate OC[C@@H]1N(CCC1)C(=O)OCC1=CC=CC=C1